N1=CC(=CC=C1)C1=CC(NC=C1)=O [3,4'-bipyridin]-2'(1'H)-one